tetramethyl-1-Hydroxy-2-butanone CC(C(C(O)(C)C)=O)(C)C